FC1=CC=C(C=C1)[C@H](C)O (1S)-1-(4-fluorophenyl)ethan-1-ol